C1(CCCC1)CS(=O)(=O)N1CCC(CC1)COC=1C(C=C(OC1)CN1C=C2C=CC=CC2=C1)=O 5-(1-((cyclopentylmethylsulfonyl)piperidin-4-yl)methoxy)-2-(isoindol-2-ylmethyl)-4H-pyran-4-one